ethyl (S)-4-(2-allyl-5-fluoro-1-oxo-1,2,3,4-tetrahydronaphthalen-2-yl)butanoate C(C=C)[C@]1(C(C2=CC=CC(=C2CC1)F)=O)CCCC(=O)OCC